C(C1=CC=CC=C1)OC1N(C=CC=C1)C 2-(benzyloxy)-1-methylpyridine